1-amino-L-fucose NC(=O)[C@@H](O)[C@H](O)[C@H](O)[C@@H](O)C